BrC=1C=C2CCC(C2=CC1)N1C(N(C(C1)=O)C1=CC(=CC(=C1)Cl)Cl)=O 1-(5-bromo-2,3-dihydro-1H-inden-1-yl)-3-(3,5-dichlorophenyl)imidazolidine-2,4-dione